7-vinyl-1H-benzo[d]imidazol C(=C)C1=CC=CC2=C1NC=N2